(±)-1-[2-hydroxy-1-(3-trifluoromethyl-phenyl)-ethyl]-3-spiro[2.3]hex-5-yl-urea OC[C@@H](C1=CC(=CC=C1)C(F)(F)F)NC(=O)NC1CC2(CC2)C1 |r|